N-(2-((3s,5s,7s)-adamantan-1-ylamino)ethyl)-5-(4-chloro-phenyl)-1-(2,4-dichloro-phenyl)-4-methyl-1H-pyrrole-3-carboxamide C12(CC3CC(CC(C1)C3)C2)NCCNC(=O)C2=CN(C(=C2C)C2=CC=C(C=C2)Cl)C2=C(C=C(C=C2)Cl)Cl